N[C@H]1CN(CC12CC2)C2=C1C=NN(C1=CC=C2NC(=O)C2=NN(C(C=C2)=O)C2=C(C=CC=C2F)F)C(C)(C)C N-[4-[(7R)-7-amino-5-azaspiro[2.4]hept-5-yl]-1-tert-butyl-indazol-5-yl]-1-(2,6-difluorophenyl)-6-oxo-pyridazine-3-carboxamide